Diazirin N1N=C1